(2S,3R)-3-[(2-aminopyridin-4-yl)methyl]-2-cyano-N-(diphenylmethyl)-4-oxoazetidine-1-carboxamide trifluoroacetate FC(C(=O)O)(F)F.NC1=NC=CC(=C1)C[C@@H]1[C@H](N(C1=O)C(=O)NC(C1=CC=CC=C1)C1=CC=CC=C1)C#N